NC[C@@H](CNC(OC(C)(C)C)=O)O[Si](C)(C)C(C)(C)C (S)-tert-butyl (3-amino-2-((tert-butyldimethylsilyl)oxy)propyl)carbamate